2-[4-(4-chlorophenoxy)-2-(trifluoromethyl)phenyl]-1-(1H-1,2,4-triazol-1-yl)pentan-2-ol tert-butyl-4-((5-(methoxycarbonyl)-2-nitrophenyl)amino)piperidine-1-carboxylate C(C)(C)(C)C1N(CCC(C1)NC1=C(C=CC(=C1)C(=O)OC)[N+](=O)[O-])C(=O)OC(CN1N=CN=C1)(CCC)C1=C(C=C(C=C1)OC1=CC=C(C=C1)Cl)C(F)(F)F